CN(C(=O)C1=CN(CCS1)C1=C2C(=NC=C1)NC=C2C)C[C@@H]2NCCCC2 (R)-N-methyl-4-(3-methyl-1H-pyrrolo[2,3-b]pyridin-4-yl)-N-(piperidin-2-ylmethyl)-3,4-dihydro-2H-1,4-thiazine-6-carboxamide